N-(8-(2-chloro-5-fluorophenyl)-3-(1-hydroxyethyl)-6-oxo-5,6,7,8-tetrahydroimidazo[1,5-a]pyrazin-1-yl)-3-fluoro-5-(trifluoromethyl)benzamide ClC1=C(C=C(C=C1)F)C1C=2N(CC(N1)=O)C(=NC2NC(C2=CC(=CC(=C2)C(F)(F)F)F)=O)C(C)O